7-(1-((2,4-diaminopyrimidin-5-yl)methyl)indolin-5-yl)-1-ethyl-4-oxo-1,4-dihydroquinoline-3-carboxylic acid NC1=NC=C(C(=N1)N)CN1CCC2=CC(=CC=C12)C1=CC=C2C(C(=CN(C2=C1)CC)C(=O)O)=O